CC(C)C(C1=CC=C(C=C1)OC(F)F)C(=O)OC(C#N)C2=CC(=CC=C2)OC3=CC=C(C=C3)Br The molecule is an organofluorine insecticide, an organofluorine acaricide and an organobromine compound. It has a role as a pyrethroid ester insecticide and a pyrethroid ester acaricide. It derives from a 2-(4-hydroxyphenyl)-3-methylbutyric acid.